NC1=C(C=CC(=C1)S(=O)(=O)C(F)(F)F)O 2-amino-4-(trifluoromethylsulfonyl)phenol